(E)-5-(4-(2-(2-(2-((3,4-bis(benzyloxy)benzyl)amino)ethoxy)ethoxy)ethoxy)styryl)benzene-1,3-diol C(C1=CC=CC=C1)OC=1C=C(CNCCOCCOCCOC2=CC=C(/C=C/C=3C=C(C=C(C3)O)O)C=C2)C=CC1OCC1=CC=CC=C1